(+-)-3-(2-chlorophenyl)-6-methylene-1,4-oxazepan-4-carboxylic acid tert-butyl ester C(C)(C)(C)OC(=O)N1[C@@H](COCC(C1)=C)C1=C(C=CC=C1)Cl |r|